4-(((2-(dimethoxymethyl)-5,6,7,8-tetrahydro-1,8-naphthyridin-3-yl)methyl)amino)butan-1-ol COC(C1=NC=2NCCCC2C=C1CNCCCCO)OC